9-hydroxy-N-((S)-1-(((S)-4-hydroxy-3-oxo-1-((R)-2-oxopyrrolidin-3-yl)butan-2-yl)amino)-4,4-dimethyl-1-oxopentan-2-yl)-9H-fluorene-9-carboxamide OC1(C2=CC=CC=C2C=2C=CC=CC12)C(=O)N[C@H](C(=O)N[C@@H](C[C@@H]1C(NCC1)=O)C(CO)=O)CC(C)(C)C